2-((1-(2-cyano-3-(4,4-difluoropiperidin-1-yl)-7-methylquinoxalin-5-yl)ethyl)amino)thiophene-3-carboxylic acid C(#N)C1=NC2=CC(=CC(=C2N=C1N1CCC(CC1)(F)F)C(C)NC=1SC=CC1C(=O)O)C